ClC=1C=C(C=CC1)C1C(C1)S(=O)(=O)Cl 2-(3-chlorophenyl)cyclopropane-1-sulfonyl chloride